(R)-(3-Aminopyrrolidin-1-yl)(5-bromo-6,7-difluoro-1H-indol-2-yl)methanone N[C@H]1CN(CC1)C(=O)C=1NC2=C(C(=C(C=C2C1)Br)F)F